2-(trifluoro-methoxy)benzene-sulfonyl chloride FC(OC1=C(C=CC=C1)S(=O)(=O)Cl)(F)F